tert-butyl N-[[3-[4-[tert-butyl(dimethyl)silyl]oxybutoxy]-5-nitro-phenyl]methyl-methyl-oxo-λ6-sulfanylidene]carbamate [Si](C)(C)(C(C)(C)C)OCCCCOC=1C=C(C=C(C1)[N+](=O)[O-])CS(=NC(OC(C)(C)C)=O)(=O)C